calcium phosphocholine salt tetrahydrate O.O.O.O.P(=O)(O)(O)OCC[N+](C)(C)C.[Ca+2]